3-(4-bromo-2,5-difluorobenzylidene)azetidine-1-carboxylic acid tert-butyl ester C(C)(C)(C)OC(=O)N1CC(C1)=CC1=C(C=C(C(=C1)F)Br)F